(1R,2R)-1,2-bis(4-methoxyphenyl)ethylenediamine COC1=CC=C(C=C1)[C@H]([C@H](N)C1=CC=C(C=C1)OC)N